C(C(C)C)OCCNCCCN1CCOCC1 N-(2-(iso-butoxy)ethyl)-3-morpholinopropan-1-amine